[W].[Zn].[Co].BrC1=NC(=CC=C1)OCC=1C=NC=CC1 2-bromo-6-(3-pyridylmethoxy)pyridine cobalt zinc-tungsten